3-(3-chlorophenyl)-5-phenylisothiazole ClC=1C=C(C=CC1)C1=NSC(=C1)C1=CC=CC=C1